(R)-hexan-2-yl (1-methyl-4-(6-methyl-5-(methylsulfonamido) pyridin-2-yl)-1H-1,2,3-triazol-5-yl)carbamate CN1N=NC(=C1NC(O[C@H](C)CCCC)=O)C1=NC(=C(C=C1)NS(=O)(=O)C)C